2-hydroxy-ethyl-2-hydroxypropionic acid OCCC(C(=O)O)(C)O